(3R)-1-(4-{7-cyclopropyl-5-[(1R)-1-methyl-1,2,3,4-tetrahydroisoquinoline-2-carbonyl]-pyrazolo[1,5-a]pyrimidin-2-yl}-3-fluorophenyl)pyrrolidine-3-carbonitrile C1(CC1)C1=CC(=NC=2N1N=C(C2)C2=C(C=C(C=C2)N2C[C@@H](CC2)C#N)F)C(=O)N2[C@@H](C1=CC=CC=C1CC2)C